BrC1=C(C=C(OCOCC[Si](C)(C)C)C=C1)Cl 2-[(4-bromo-3-chloro-phenoxy)methoxy]ethyl-trimethyl-silane